C(C1=CC=CC=C1)NC(\C=C\C1=CC(=C(C=C1)OC)C1CCNCC1)=O (E)-N-benzyl-(4-methoxy)-3-(4-piperidinyl)cinnamamide